N1=C(C=CC2=NC=CC=C12)C=1C=CN2N=C(N=CC21)C2(CCC(CC2)NC)N 1-(5-(1,5-naphthyridin-2-yl)pyrrolo[2,1-f][1,2,4]triazin-2-yl)-N4-methylcyclohexane-1,4-diamine